2-[(3-hydroxy-4-methyl-5-vinyl-pyridine-2-carbonyl) amino]Ethyl acetate C(C)(=O)OCCNC(=O)C1=NC=C(C(=C1O)C)C=C